2-(5-(((1S,3'R,4'S,5'S,6'R)-5-chloro-3',4',5'-trihydroxy-6'-methyl-3',4',5',6'-tetrahydro-3H-spiro[isobenzofuran-1,2'-pyran]-6-yl)methyl)thiophene-2-yl)-N-methylacetamide ClC=1C=C2CO[C@]3(O[C@@H]([C@H]([C@@H]([C@H]3O)O)O)C)C2=CC1CC1=CC=C(S1)CC(=O)NC